C1(NCCCC2=C1C=CC=C2)=O 2,3,4,5-tetrahydro-1H-benzo[c]azepin-1-one